C1(CC1)N1N=C2N(C(N([C@@H](C2=C1)C)C1CCN(CC1)C1=C(C=CC=C1C)F)=O)CC1=C(C=CC=C1)C1CC1 |o1:9| (R)- or (S)-2-Cyclopropyl-7-(2-cyclopropyl-benzyl)-5-[1-(2-fluoro-6-methyl-phenyl)-piperidin-4-yl]-4-methyl-2,4,5,7-tetrahydro-pyrazolo[3,4-d]pyrimidin-6-one